CC(C)CCC[C@@H](C)[C@H]1CC[C@H]2[C@@H]3CC=C4C[C@H](CC[C@]4(C)[C@H]3CC[C@]12C)OCCCCCCCCO[C@@H](CN(C)C)COCCCCCCCC\C=C/C\C=C/CCCCC (2S)-2-({8-[(3β)-cholest-5-en-3-yloxy]octyl}oxy)-N,N-dimethyl-3-[(9Z,12Z)-octadec-an-9,12-dien-1-yloxy]propan-1-amine